FC1=C(C(=C(C(=C1F)F)F)F)OC(=O)C=1C=C(C2=C(B(OC2)O)C1)Cl 4-chloro-1-hydroxy-1,3-dihydrobenzo[c][1,2]oxaborole-6-carboxylic acid perfluorophenyl ester